ClC1=CC=C(C2=C1C1=C(O2)C=2C=CC=CC2C=C1)C1=CC=CC=C1 7-chloro-10-phenyl-naphtho[1,2-b]benzofuran